p-(8-iodooctanamido)-L-phenylalanine ICCCCCCCC(=O)NC1=CC=C(C[C@H](N)C(=O)O)C=C1